4-[[4,6-dichloro-7-(trifluoromethyl)-3-quinolinyl]sulfonyl]thiomorpholine ClC1=C(C=NC2=CC(=C(C=C12)Cl)C(F)(F)F)S(=O)(=O)N1CCSCC1